1-Bromo-N-(5-chloro-6-(2H-1,2,3-triazol-2-yl)pyridin-3-yl)-6,6a,7,8,9,10-hexahydro-5H-dipyrido[1,2-a:3',4'-e]pyrazine-5-carboxamide BrC1=CN=CC=2N(CC3N(C21)CCCC3)C(=O)NC=3C=NC(=C(C3)Cl)N3N=CC=N3